CN1CCOCC1 4-methyltetrahydro-1,4-oxazine